(R)-1-(3-(difluoromethoxy)phenyl)-N-(3-methyl-1,1-dioxidothietan-3-yl)-3-(2,2,2-trifluoro-1-hydroxyethyl)-1H-indazole-5-carboxamide FC(OC=1C=C(C=CC1)N1N=C(C2=CC(=CC=C12)C(=O)NC1(CS(C1)(=O)=O)C)[C@H](C(F)(F)F)O)F